OC=1N(C(=NN1)C1=C(C=C(C(=C1)C(C)C)O)O)C1=CC=C(C=C1)CN1CCNCC1 4-(5-hydroxy-4-(4-(piperazin-1-ylmethyl)phenyl)-4H-1,2,4-triazol-3-yl)-6-isopropylbenzene-1,3-diol